(5-(4-nitro-1-(tetrahydro-2H-pyran-2-yl)-1H-pyrazol-3-yl)-3H-imidazo[4,5-b]pyridin-3-yl)methyl pivalate C(C(C)(C)C)(=O)OCN1C=NC=2C1=NC(=CC2)C2=NN(C=C2[N+](=O)[O-])C2OCCCC2